N1=CC=C2N1C=CC(=C2)CO pyrazolo[1,5-a]pyridin-5-yl-methanol